C(N)(=O)C1=C(C=CC(=C1)F)NC(C)C=1C=C(C=C2C(N(C=3N(C12)C=NC3C(=O)O)C)=O)Cl 9-(1-((2-carbamoyl-4-fluorophenyl)amino)ethyl)-7-chloro-4-methyl-5-oxo-4,5-dihydroimidazo[1,5-a]quinazoline-3-carboxylic acid